1,4-benzodioxin O1C=COC2=C1C=CC=C2